3-(4-(Aminomethyl)-5-fluoropyridin-3-yl)piperidine-2,6-dione NCC1=C(C=NC=C1F)C1C(NC(CC1)=O)=O